2-(3,4-dimethoxyphenyl)acetamide COC=1C=C(C=CC1OC)CC(=O)N